3-ethyl-5-(trimethylstannyl)pyridazine C(C)C=1N=NC=C(C1)[Sn](C)(C)C